tert-butyl 4-(1-(2,6-dioxopiperidin-3-yl)-3-methyl-2-oxo-2,3-dihydro-1H-benzo[d]imidazol-4-yl)piperazine-1-carboxylate O=C1NC(CCC1N1C(N(C2=C1C=CC=C2N2CCN(CC2)C(=O)OC(C)(C)C)C)=O)=O